BrC1=CC=C2C(=C(C=NC2=C1)S(=O)(=O)NCC1CC1)Cl 7-Bromo-4-chloro-N-(cyclopropylmethyl)quinoline-3-sulfonamide